(1-((tert-butyldimethylsilyl) oxy) prop-2-yloxy) acetate C(C)(=O)OOC(CO[Si](C)(C)C(C)(C)C)C